C(C1=CC=CC=C1)OC=1C(=C(C=C(C1)COC)B1OC(C(O1)(C)C)(C)C)C1OCCO1 2-(3-(benzyloxy)-2-(1,3-dioxolan-2-yl)-5-(methoxymethyl)phenyl)-4,4,5,5-tetramethyl-1,3,2-dioxaborolane